NC1=NC(=C2NC=NC2=N1)O 2-amino-6-hydroxy-purine